1-(4-bromo-2-methoxy-5-methylphenyl)propan-2-amine BrC1=CC(=C(C=C1C)CC(C)N)OC